(R)-4-(2-fluoro-4-((tetrahydrofuran-3-yl)carbamoyl)phenyl)piperazine-1-carboxylic acid tert-butyl ester C(C)(C)(C)OC(=O)N1CCN(CC1)C1=C(C=C(C=C1)C(N[C@H]1COCC1)=O)F